(S)-(4-(difluoromethyl)-2-(2-hydroxypropan-2-yl)oxazol-5-yl)(4-(7-fluoropyrazolo[1,5-a]pyridin-2-yl)-6,7-dihydro-1H-imidazo[4,5-c]pyridin-5(4H)-yl)methanone FC(C=1N=C(OC1C(=O)N1[C@@H](C2=C(CC1)NC=N2)C2=NN1C(C=CC=C1F)=C2)C(C)(C)O)F